FC=1C(=C(C(=O)OC)C=CC1)SCC1=CC=C(C=C1)OC Methyl 3-fluoro-2-[(4-methoxyphenyl)methylsulfanyl]benzoate